ClC1=CC=C(C(=C1CC(=O)O)F)F 2-(6-chloro-2,3-difluorophenyl)acetic acid